4-isopropyl-5-(8-methoxy-[1,2,4]triazolo[1,5-a]pyridin-6-yl)-N-(2-methyl-2-morpholinopropyl)-1H-pyrazole-3-carboxamide C(C)(C)C=1C(=NNC1C=1C=C(C=2N(C1)N=CN2)OC)C(=O)NCC(C)(N2CCOCC2)C